tert-butyl 3-((1-(5-(5-chloro-6-(2-chloroethoxy)-7-cyano-1,2,3,4-tetrahydronaphthalen-1-yl)pyrimidin-2-yl)piperidin-4-yl)oxy)azetidine-1-carboxylate ClC1=C2CCCC(C2=CC(=C1OCCCl)C#N)C=1C=NC(=NC1)N1CCC(CC1)OC1CN(C1)C(=O)OC(C)(C)C